N,N-bis(2-bromoethyl)phosphonamidic acid BrCCN(P(O)=O)CCBr